C(C)N1CCN(CC1)C1=CC=CC(=N1)NC1=NN2C(CN(CC2)C(=O)OC(C)(C)C)=C1 tert-butyl 2-[[6-(4-ethylpiperazin-1-yl)-2-pyridyl] amino]-6,7-dihydro-4H-pyrazolo[1,5-a]pyrazine-5-carboxylate